NC=1C2=C(N=CN1)C(=CS2)[C@H]2[C@@H]([C@@H]([C@](O2)(CO)CC)O)N=[N+]=[N-] (2R,3S,4R,5S)-5-(4-aminothieno[3,2-d]pyrimidin-7-yl)-4-azido-2-ethyl-2-(hydroxymethyl)tetrahydrofuran-3-ol